CN1C(NC2=CC(=CC=C2C1)C(=O)OC)=O methyl 3-methyl-2-oxo-1,2,3,4-tetrahydroquinazoline-7-carboxylate